C(C)(C)(C)OC(=O)N1CCN(CC1)C1=C(NC=2N(C1=O)N=C(N2)N2CC1(COC1)C2)CC 4-(5-Ethyl-7-oxo-2-(2-oxa-6-azaspiro[3.3]hept-6-yl)-4,7-dihydro-[1,2,4]triazolo[1,5-a]pyrimidin-6-yl)piperazine-1-carboxylic acid tert-butyl ester